2-fluoro-5-[3-fluoro-8-(morpholin-4-yl)imidazo[1,2-a]pyridin-6-yl]-4-methylbenzoic acid FC1=C(C(=O)O)C=C(C(=C1)C)C=1C=C(C=2N(C1)C(=CN2)F)N2CCOCC2